3-methyl-1-cyclopentadecanone CC1CC(CCCCCCCCCCCC1)=O